Zinc (II) 2-isopropyl-5-methylphenolate C(C)(C)C1=C(C=C(C=C1)C)[O-].[Zn+2].C(C)(C)C1=C(C=C(C=C1)C)[O-]